C1=C(C=C(C(=C1I)[O-])I)CC(=O)C(=O)[O-] The molecule is the conjugate base of (3,5-diiodo-4-hydroxyphenyl)pyruvic acid; major species at pH 7.3. It is a conjugate base of a (3,5-diiodo-4-hydroxyphenyl)pyruvic acid.